3-((3-exo)-3-((7-((1H-pyrazolo[3,4-c]pyridin-3-yl)amino)-1,6-naphthyridin-5-yl)amino)-8-azabicyclo[3.2.1]oct-8-yl)propanenitrile N1N=C(C=2C1=CN=CC2)NC2=NC(=C1C=CC=NC1=C2)NC2CC1CCC(C2)N1CCC#N